NC1=NC=C(C=N1)C#CC=1C=C(C(=O)NC2=CC(=CC(=C2)C(F)(F)F)N2C=NC(=C2)C)C=CC1C 3-(2-(2-aminopyrimidin-5-yl)ethynyl)-4-methyl-N-(3-(4-methyl-1H-imidazol-1-yl)-5-(trifluoromethyl)phenyl)benzamide